methyl-5-amino-6-((6-cyanopyridin-3-yl)amino)nicotinic acid methyl ester COC(C1=C(N=C(C(=C1)N)NC=1C=NC(=CC1)C#N)C)=O